3-(8-(3,5,6-trimethylpyridin-2-yl)imidazo[1,2-a]pyridin-5-yl)propionic acid CC=1C(=NC(=C(C1)C)C)C=1C=2N(C(=CC1)CCC(=O)O)C=CN2